4-(6-cyano-1-methyl-2-oxo-1,2-dihydro-1,5-naphthyridin-4-yl)piperazine-2-carboxylic acid C(#N)C=1N=C2C(=CC(N(C2=CC1)C)=O)N1CC(NCC1)C(=O)O